2-(5-bromo-2-formylphenoxy)ethylcarbamic acid BrC=1C=CC(=C(OCCNC(O)=O)C1)C=O